Cl[SiH2]O[SiH2]Cl 1,3-dichlorodisiloxane